C(OC1(C(C(/C(=C(/C2=CC=C(OC(=O)NCCNC(C(CC3=CC=CC=C3)NC(OC(C)(C)C)=O)=O)C=C2)\[2H])/[2H])(C=C(C1)OC([2H])([2H])[2H])[2H])([2H])[2H])[2H])([2H])([2H])[2H] Tert-butyl (E)-(1-((2-(((4-(3,5-bis(methoxy-d3)styryl-d6)phenoxy)carbonyl) amino)ethyl)amino)-1-oxo-3-phenylpropan-2-yl)carbamate